BrC=1C=CN2N=C(N=CC21)NC2CC(C2)(C)NC(OC(C)(C)C)=O tert-butyl N-[3-[(5-bromopyrrolo[2,1-f][1,2,4]triazin-2-yl)amino]-1-methylcyclobutyl]carbamate